C(O)(O)=O.CC1=CC(=NC=C1OC1CCN(CC1)[C@H](C)C1=CC=CC=C1)S(=O)(=O)NC=1N=CSC1 (R)-4-methyl-5-((1-(1-phenylethyl)piperidin-4-yl)oxy)-N-(thiazol-4-yl)pyridine-2-sulfonamide carbonate